O=C1NC(=CC=C1C(=O)NC(C=1C=C2CCCNC2=CC1)C1=CC=CC=C1)C(F)(F)F 2-oxo-N-(phenyl(1,2,3,4-tetrahydroquinolin-6-yl)methyl)-6-(trifluoromethyl)-1,2-dihydropyridine-3-carboxamide